3-[2-chloro-5-(trifluoromethyl)pyrimidin-4-yl]-N-methyl-1H-indole-6-sulfonamide ClC1=NC=C(C(=N1)C1=CNC2=CC(=CC=C12)S(=O)(=O)NC)C(F)(F)F